(E)-5-benzyloxy-3-octene C(C1=CC=CC=C1)OC(/C=C/CC)CCC